2,9-dithia-1,10-decanediol C(SCCCCCCSCO)O